2-amino-2-(hydroxymethyl)propane-1,3-diol 3-(5-chloro-2-oxo-6-(pyrimidin-2-ylmethoxy)benzo[d]oxazol-3(2H)-yl)propanoate ClC=1C(=CC2=C(N(C(O2)=O)C(C(=O)OCC(CO)(CO)N)C)C1)OCC1=NC=CC=N1